OCCN(C=1C=C(C=CC1)N1CN=NC2=C1C(N(C(N2)=O)C)=O)CCCN 4-(3-(2-hydroxyethyl(amino)propylamino)phenyl)-6-methylpyrimido[5,4-e][1,2,4]triazin-5,7(6H,8H)-dione